COC1C(CCC2=CC=CC=C12)CCN(CC)CC methoxy-2-[2-(N,N-diethylamino)ethyl]Tetralin